ClC1=CC(=C(C=C1)C=1C2=C(N=C(N1)N1C[C@H](OCC1)C1=CN=NC(=C1)C)N=C(C=C2)C)F 4-(4-chloro-2-fluorophenyl)-7-methyl-2-((2R)-2-(6-methyl-4-pyridazinyl)-4-morpholinyl)pyrido[2,3-d]pyrimidine